N=1C=CN2C1N=CC(=C2)C=2C=C(N1N=C(N=C(C12)OC)NC1CCC(CC1)(O)C)[2H] (1r,4r)-4-((5-(imidazo[1,2-a]pyrimidin-6-yl)-4-methoxypyrrolo[2,1-f][1,2,4]triazin-2-yl-7-d)amino)-1-methylcyclohexan-1-ol